ethyl 2-(2-((2-chloro-7-cyclopropylbenzofuran-4-yl)methoxy)phenyl)acetate ClC=1OC2=C(C1)C(=CC=C2C2CC2)COC2=C(C=CC=C2)CC(=O)OCC